O1CCOC12CC(CC2)C(CC#N)=O 3-{1,4-dioxaspiro[4.4]nonan-7-yl}-3-oxopropanenitrile